C1(=CC=CC=C1)C(C(=O)O)=O Phenylglyoxylic acid